N-[(3SR,4RS)-4-({[4-(1-hydroxypropyl)cyclohexyl]oxy}methyl)-7-methyl-6-oxo-1,3,4,6-tetrahydro-2H-quinolizin-3-yl]methanesulfonamide OC(CC)C1CCC(CC1)OC[C@H]1[C@H](CCC2=CC=C(C(N12)=O)C)NS(=O)(=O)C |r|